C(C)(=O)OC1O[C@@H]([C@H]([C@@H]([C@H]1N)OC(C)=O)OC(C)=O)COC(C)=O (3R,4R,5S,6R)-6-(acetoxymethyl)-3-aminotetrahydro-2H-pyran-2,4,5-tri-yl triacetate